CC=1N=C(N(C1)C1COC1)C1=CC=C(C=C1)CN (4-(4-methyl-1-(oxetan-3-yl)-1H-imidazol-2-yl)phenyl)methylamine